BrC=1C=C2CCC(C2=CC1)NC(OC(C)(C)C)=O tert-butyl N-(5-bromoindan-1-yl)carbamate